3-Acetylanisole C(C)(=O)C=1C=C(C=CC1)OC